(S)-((R)-4-((4-((R)-2-Azidobutan-2-yl)-6-chloro-2,7-naphthyridin-1-yl)oxy)-2-methylpentan-2-yl)(imino)(methyl)-λ6-sulfanone N(=[N+]=[N-])[C@](C)(CC)C1=CN=C(C2=CN=C(C=C12)Cl)O[C@@H](CC(C)(C)[S@@](=O)(C)=N)C